1-(2,2-difluoro-1-(4-fluorophenyl)propyl)-4-iodo-3-methyl-1H-pyrazole FC(C(C1=CC=C(C=C1)F)N1N=C(C(=C1)I)C)(C)F